2-(7-aza-1H-benzotriazol-1-yl)-N,N,N',N'-tetramethyluronium hexafluorophosphate F[P-](F)(F)(F)(F)F.N1(N=NC2=C1N=CC=C2)OC(=[N+](C)C)N(C)C